1,5-dipropyl-1,5-diazacyclooctane C(CC)N1CCCN(CCC1)CCC